FC(C1=CC=C(OC2=CC=C3CCN(CC3=C2)C(CCCC)=O)C=C1)(F)F 1-(7-(4-(trifluorometh-yl)phenoxy)-3,4-dihydro-isoquinolin-2(1H)-yl)-pentan-1-one